3-cyano-2-fluoro-6-methyl-N-(3-(oxazol-5-yl)-1H-indazol-5-yl)benzamide C(#N)C=1C(=C(C(=O)NC=2C=C3C(=NNC3=CC2)C2=CN=CO2)C(=CC1)C)F